2-(3-{[4-(ethanesulfonyl)phenyl]amino}prop-1-yn-1-yl)-N-(1-methyl-piperidin-4-yl)-1-(2,2,2-trifluoroethyl)-1H-indol-4-amine C(C)S(=O)(=O)C1=CC=C(C=C1)NCC#CC=1N(C=2C=CC=C(C2C1)NC1CCN(CC1)C)CC(F)(F)F